C(CCCCCCC)N(S(=O)(=O)CCCCCCCN(CCCCNC(OC(C)(C)C)=O)CCCCCCCS(N(CCCCCCCC)CCCCCCCC)(=O)=O)CCCCCCCC tert-butyl (4-(bis(7-(N,N-dioctylsulfamoyl)heptyl)amino)butyl)carbamate